2-(cyclopentyl(methyl)amino)-5-(N,N-dimethylsulfamoyl)-N-(4,5-dimethylthiazol-2-yl)nicotinamide C1(CCCC1)N(C1=C(C(=O)NC=2SC(=C(N2)C)C)C=C(C=N1)S(N(C)C)(=O)=O)C